O[C@@H]1[C@@H](N([C@@H]2CC[C@H]12)C(=O)OCC1=CC=CC=C1)C(=O)OC 2-benzyl 3-methyl (1R,3R,4S,5S)-4-hydroxy-2-azabicyclo-[3.2.0]heptane-2,3-dicarboxylate